CN1C(C(=CC(=C1)B1OC(C(O1)(C)C)(C)C)NC1=NN2C(CN(CC2)C2COC2)=C1)=O 1-methyl-3-(5-(oxetan-3-yl)-4,5,6,7-tetrahydropyrazolo[1,5-a]pyrazin-2-ylamino)-5-(4,4,5,5-tetramethyl-1,3,2-dioxaborolan-2-yl)pyridin-2(1H)-one